5-bromo-1,3,3-trimethyl-2-oxo-indoline-6-carboxylic acid BrC=1C=C2C(C(N(C2=CC1C(=O)O)C)=O)(C)C